N-(5-CYANO-6-(2H-1,2,3-TRIAZOL-2-YL)PYRIDIN-3-YL)-3-ISOPROPYL-4-(TRIFLUOROMETHYL)ISOTHIAZOLE-5-CARBOXAMIDE C(#N)C=1C=C(C=NC1N1N=CC=N1)NC(=O)C1=C(C(=NS1)C(C)C)C(F)(F)F